1-(3-(trifluoromethyl)benzyl)-3-((1s,3s)-3-(trifluoromethyl)cyclobutyl)urea FC(C=1C=C(CNC(=O)NC2CC(C2)C(F)(F)F)C=CC1)(F)F